FC1=C(C=CC=C1C=O)C1=CC=CC=C1 fluoro-[1,1'-biphenyl]-3-carbaldehyde